(S)-6-chloro-3-(4-(tetrahydrofuran-3-yl)pyridin-2-yl)imidazo[1,2-B]pyridazine ClC=1C=CC=2N(N1)C(=CN2)C2=NC=CC(=C2)[C@H]2COCC2